N-(4-fluoro-5-(((2S,4R)-2-methyl-4-((2-methyl-[1,2,4]triazolo[1,5-a]pyridin-6-yl)oxy)pyrrolidin-1-yl)methyl)thiazol-2-yl)acetamide FC=1N=C(SC1CN1[C@H](C[C@H](C1)OC=1C=CC=2N(C1)N=C(N2)C)C)NC(C)=O